ClC=1C=C2C(C(=CN(C2=CC1F)C1=CN=C2C(=N1)COC2)C(=O)OCC)=O ethyl 6-chloro-7-fluoro-1-[5H,7H-furo[3,4-b]pyrazin-2-yl]-4-oxoquinoline-3-carboxylate